C(=S)SC1C(C=CC(=C1)O)(CCCCC)C#N 2-cyano-5-hydroxy-2-pentylphenyl dithioformate